3,5-difluoro-picolinimidamide hydrochloride Cl.FC=1C(=NC=C(C1)F)C(N)=N